N-(5-(2-(3-oxa-8-azabicyclo[3.2.1]octan-8-yl)acetamido)-2-methylpyridin-3-yl)-7-(1-methyl-1H-pyrazol-4-yl)-[1,2,4]triazolo[4,3-a]pyridine-3-carboxamide C12COCC(CC1)N2CC(=O)NC=2C=C(C(=NC2)C)NC(=O)C2=NN=C1N2C=CC(=C1)C=1C=NN(C1)C